The molecule is an alpha,omega-dicarboxylic acid that is glutaric acid substituted at position 3 by a methyl group. It has a role as a metabolite. It derives from a glutaric acid. CC(CC(=O)O)CC(=O)O